CC(CC=O)(CC=C)C 3,3-dimethylhex-5-en-1-one